COC1=CC=C(CN2C3=NC(=NC(=C3N=C2)NC2=CC=NC3=CC=CC=C23)C2=NC(=CC=C2)C)C=C1 N-(9-(4-methoxybenzyl)-2-(6-methylpyridin-2-yl)-9H-purin-6-yl)-quinolin-4-amine